C(C)(C)(C)OC(=O)NCCC(CCOC=1C=C(C=CC1)CC(=O)O)C (3-((5-((tert-Butoxycarbonyl)amino)-3-methylpentyl)oxy)phenyl)acetic acid